1-propanesulfonyl bromide C(CC)S(=O)(=O)Br